ClC=1C=CC=2C(=C3N(C2C1C=1C(=NN(C1C)C)C)[C@@H](CN(C3=O)C=3C=CC=C1C(=CC=NC31)C(=O)O)C)CCCOC3=CC(=C(C(=C3)C)Cl)C (R)-8-(7-chloro-10-(3-(4-chloro-3,5-dimethylphenoxy)propyl)-4-methyl-1-oxo-6-(1,3,5-trimethyl-1H-pyrazol-4-yl)-3,4-dihydropyrazino[1,2-a]indol-2(1H)-yl)quinoline-4-carboxylic Acid